methyl 4-(4-methoxy-3-nitrophenyl)nicotinate COC1=C(C=C(C=C1)C1=CC=NC=C1C(=O)OC)[N+](=O)[O-]